C(C)S(=O)(=O)C1=CC=C(C=C1)NCC#CC=1N(C2=CC=CC(=C2C1)NC1CCN(CC1)CCOCCO)CC(F)(F)F 2-[2-(4-{[2-(3-{[4-(ethanesulfonyl)-phenyl]amino}prop-1-yn-1-yl)-1-(2,2,2-trifluoroethyl)-1H-indol-4-yl]amino}piperidin-1-yl)ethoxy]ethan-1-ol